butyric acid n-hexyl ester C(CCCCC)OC(CCC)=O